di(asparagine) di-trifluoroacetate FC(C(=O)O)(F)F.FC(C(=O)O)(F)F.N[C@@H](CC(N)=O)C(=O)O.N[C@@H](CC(N)=O)C(=O)O